(2S,4R)-N-((R)-3-([1,1'-biphenyl]-4-yl)-1-amino-1-oxopropan-2-yl)-4-hydroxy-1-((S)-2-(4-(methoxymethyl)-1H-1,2,3-triazol-1-yl)-3,3-dimethylbutanoyl)pyrrolidine-3-carboxamide C1(=CC=C(C=C1)C[C@H](C(=O)N)NC(=O)C1CN(C[C@@H]1O)C([C@H](C(C)(C)C)N1N=NC(=C1)COC)=O)C1=CC=CC=C1